methyl (E)-3-(4-amino-2-chloropyrimidin-5-yl)acrylate NC1=NC(=NC=C1/C=C/C(=O)OC)Cl